6-chloro-8-methyl-2H-isoquinolin-1-one ClC=1C=C2C=CNC(C2=C(C1)C)=O